tert-butyl N-(8-ethynyl-6-methyl-imidazo[1,2-a]pyrazin-2-yl)carbamate C(#C)C=1C=2N(C=C(N1)C)C=C(N2)NC(OC(C)(C)C)=O